(thiophen-2-yl)-3,4-dihydroisoquinoline S1C(=CC=C1)C1=NCCC2=CC=CC=C12